1-methoxy-2-methyl-2-propanol COCC(C)(O)C